O1C(CCCC1)N1N=CC(=C1)N 1-tetrahydropyran-2-yl-pyrazol-4-amine